CC1=C(C(=CC=C1)C)C1=NC=2NS(C3=CC=CC(C(N([C@@H](COC(=C1)N2)C)C2CC1(CC1)C2)=O)=C3)(=O)=O (11R)-6-(2,6-dimethylphenyl)-11-methyl-12-{spiro[2.3]hexan-5-yl}-9-oxa-2λ6-thia-3,5,12,19-tetraazatricyclo[12.3.1.14,8]nonadeca-1(17),4(19),5,7,14(18),15-hexaene-2,2,13-trione